BrCCCCN1C2=CC=C(C=C2C=2C=C(C=CC12)C#N)C#N 9-(4-Bromobutyl)-9H-carbazole-3,6-dicarbonitrile